3-(6-(methyl(7H-pyrrolo[2,3-d]pyrimidin-4-yl)amino)-2-azaspiro[3.3]heptane-2-carbonyl)benzonitrile CN(C1CC2(CN(C2)C(=O)C=2C=C(C#N)C=CC2)C1)C=1C2=C(N=CN1)NC=C2